4-bromo-N-(2-(4,4-difluoropiperidin-1-yl)-6-methylpyrimidin-4-yl)-6-(6-azaspiro[2.5]octane-6-yl)benzofuran-7-carboxamide BrC1=CC(=C(C2=C1C=CO2)C(=O)NC2=NC(=NC(=C2)C)N2CCC(CC2)(F)F)N2CCC1(CC1)CC2